C(C)OC(=O)C1=C(SC(=C1C(=O)OCC)N=CC=1SC(=CC1)[N+](=O)[O-])NC(C1=CC=CC=C1)=O 2-benzamido-5-(5-nitrothiophene-2-yl)methyleneaminothiophene-3,4-dicarboxylic acid diethyl ester